CC=1OCCC1C(=O)NC1=CC=C(C=C1)C 2-methyl-N-(4-methyl-phenyl)-4,5-dihydrofuran-3-formamide